tert-butyl (S)-4-(cyclopropanecarbonyl)-2-methylpiperazine-1-carboxylate C1(CC1)C(=O)N1C[C@@H](N(CC1)C(=O)OC(C)(C)C)C